racemic-tert-butyl 4-(4-((6-cyclopropylpyridin-3-yl)amino)-5-(methylcarbamoyl)pyrimidin-2-yl)-3-methylpiperazine-1-carboxylate C1(CC1)C1=CC=C(C=N1)NC1=NC(=NC=C1C(NC)=O)N1[C@@H](CN(CC1)C(=O)OC(C)(C)C)C |r|